FC1=C(C(=O)N2CCN(CC2)CC2=CC=C(N=N2)N2C(NC(CC2)=O)=O)C=C(C=C1)CC1=NNC(C2=CC=CC=C12)=O 1-(6-((4-(2-fluoro-5-((4-oxo-3,4-dihydrophthalazin-1-yl)methyl)benzoyl)piperazin-1-yl)methyl)pyridazin-3-yl)dihydropyrimidine-2,4(1H,3H)-dione